rac-benzyl 3-methyl-4-oxopiperidine-1-carboxylate C[C@@H]1CN(CCC1=O)C(=O)OCC1=CC=CC=C1 |r|